(S)-8,9-difluoro-1-(methylamino)-1,5-dihydro-2H-pyrano[3,4-c]Isoquinolin-6(4H)-one FC=1C(=CC=2C3=C(NC(C2C1)=O)COC[C@H]3NC)F